(2-Fluoro-4-{6-[2-(7-fluoro-2,4-dimethyl-indol-1-yl)-ethylamino]-pyrimidin-4-yl}-phenyl)-methanol FC1=C(C=CC(=C1)C1=NC=NC(=C1)NCCN1C(=CC2=C(C=CC(=C12)F)C)C)CO